C(C)(C)(C)OC(=O)N1CC(CCC1)(CC#N)N 3-amino-3-(cyanomethyl)piperidine-1-carboxylic acid tert-butyl ester